OC1CN(CC1)CCC 3-(3-hydroxypyrrolidin-1-yl)propane